C[N+](CCCCCCC[N+](C)(C)C)(C)C N1,N1,N1,N7,N7,N7-hexamethylheptane-1,7-diaminium